FC1(C(C1)OCCN)F 2-(2,2-difluorocyclopropoxy)ethanamine